2-isopropyl-4,5-dihydro-1,3-oxazine C(C)(C)C=1OCCCN1